C(C1=CC=CC=C1)OC(=O)NC1CC2(C1)CCN(CC2)CCC2CCN(CC2)C(=O)OCCCC butyl 4-(2-(2-(((benzyloxy)carbonyl)amino)-7-azaspiro[3.5]nonan-7-yl)ethyl)piperidine-1-carboxylate